(+/-)-2-[4-(2,6-difluoro-4-{[5-(hydroxymethyl)-5-methyl-5,6-dihydro-4H-1,3-oxazin-2-yl]amino}phenoxy)-1H-pyrrolo[2,3-b]pyridin-3-yl]-5-methoxybenzonitrile FC1=C(OC2=C3C(=NC=C2)NC=C3C3=C(C#N)C=C(C=C3)OC)C(=CC(=C1)NC=1OC[C@@](CN1)(C)CO)F |r|